5-(2-(Phenylamino)pyridin-4-yl)-1H-indazol-3-amine C1(=CC=CC=C1)NC1=NC=CC(=C1)C=1C=C2C(=NNC2=CC1)N